BrC=1C=C2C=CN(C2=CC1)C1CCC(CC1)C=O 4-(5-bromo-1H-indol-1-yl)cyclohexane-1-carbaldehyde